C(=O)=C1NC(C2=C3C(C=CC=C13)=C(C=C2)N2N(C(C=C2)C(=O)NC2=CC(=NC=C2)C(F)(F)F)C(F)(F)F)=C=O 1-(1,3-dicarbonyl-2,3-dihydro-1H-benzo[de]isoquinolin-6-yl)-2-trifluoromethyl-N-(2-trifluoromethylpyridin-4-yl)-1H-pyrazol-3-carboxamide